5-(4,4,5,5-tetramethyl-1,3,2-dioxaborolan-2-yl)-4-(trifluoromethyl)pyridin-2-amine CC1(OB(OC1(C)C)C=1C(=CC(=NC1)N)C(F)(F)F)C